FC1=C(C=CC(=N1)C(=O)NC)N1CCN(CC1)[C@H](C)C1=CC=C2C=C(C(NC2=C1F)=O)C |o1:17| rel-(R)-6-fluoro-5-(4-(1-(8-fluoro-3-methyl-2-oxo-1,2-dihydroquinolin-7-yl)ethyl)piperazin-1-yl)-N-methylpicolinamide